benzyl (4-(azetidin-3-yl)benzyl)(methyl)carbamate N1CC(C1)C1=CC=C(CN(C(OCC2=CC=CC=C2)=O)C)C=C1